vinyl-tri(methyl-butynyloxy)-silane C(=C)[Si](OC#CC(C)C)(OC#CC(C)C)OC#CC(C)C